2,3-di(3-octyloxyphenyl)quinoxaline C(CCCCCCC)OC=1C=C(C=CC1)C1=NC2=CC=CC=C2N=C1C1=CC(=CC=C1)OCCCCCCCC